FC1=C(C(=O)N[C@@H](C(=O)N2CCC3(C(C(N(C3=O)C)=O)C3=NC=CC=C3)CC2)C(C)C)C=C(C=C1)C(F)(F)F 2-fluoro-N-((2R)-3-methyl-1-(2-methyl-1,3-dioxo-4-(pyridin-2-yl)-2,8-diazaspiro[4.5]decan-8-yl)-1-oxobutan-2-yl)-5-(trifluoromethyl)benzamide